4-vinylnaphthalene-1,2-dicarboxylic anhydride C(=C)C=1C=C2C(=C3C=CC=CC13)C(=O)OC2=O